ClC1=CC=C(C=C1)C1(CCN(CC1)CCCC(=O)C1=CC=C(C=C1)N1CCC(CC1)(O)C1=CC=C(C=C1)Cl)O 4-[4-(4-chlorophenyl)-4-hydroxypiperidin-1-yl]-1-[4-[4-(4-chlorophenyl)-4-hydroxypiperidin-1-yl]phenyl]butan-1-one